4-fluoro-1-(1H-imidazol-1-ylmethyl)-1,3-dihydro-2H-indol-2-one FC1=C2CC(N(C2=CC=C1)CN1C=NC=C1)=O